4-bromo-8-nitroquinoline BrC1=CC=NC2=C(C=CC=C12)[N+](=O)[O-]